4-[(3'-cyclopropylmethoxy-3,5-difluoro-biphenyl-4-yl)-methyl-amino]-butyric acid C1(CC1)COC=1C=C(C=CC1)C1=CC(=C(C(=C1)F)N(CCCC(=O)O)C)F